(E)-3-(3-Fluoro-4-methoxyphenyl)-1-[4-(4-hydroxypiperidin-1-yl)phenyl]prop-2-en-1-one FC=1C=C(C=CC1OC)/C=C/C(=O)C1=CC=C(C=C1)N1CCC(CC1)O